3-(4-(((1R,4R)-4-methylcyclohexyl)amino)-1-oxoisoindolin-2-yl)piperidine-2,6-dione CC1CCC(CC1)NC1=C2CN(C(C2=CC=C1)=O)C1C(NC(CC1)=O)=O